O1CCN(CCC1)C1=C(C=C(C=C1)C(F)(F)F)NS(=O)(=O)C=1C=C(C(=O)O)C=CC1C 3-(N-(2-(1,4-oxaazepan-4-yl)-5-(trifluoromethyl)phenyl)sulfamoyl)-4-methylbenzoic acid